2-[2-(Aminomethyl)-5-chloropyridin-3-yl]-N-ethyl-5-fluoro-N-(isopropyl)benzamide NCC1=NC=C(C=C1C1=C(C(=O)N(C(C)C)CC)C=C(C=C1)F)Cl